CN1[C@@H]2[C@@H](OCC1)CN(C2)C(=O)OCC2=CC=CC=C2 benzyl (4aS,7aS)-4-methylhexahydropyrrolo[3,4-b][1,4]oxazine-6(2H)-carboxylate